tert-butyl (S)-3-((4-(((R)-1-(2-methyl-3-(trifluoromethyl)phenyl)ethyl)amino)phthalazin-6-yl)oxy)pyrrolidine-1-carboxylate CC1=C(C=CC=C1C(F)(F)F)[C@@H](C)NC1=NN=CC2=CC=C(C=C12)O[C@@H]1CN(CC1)C(=O)OC(C)(C)C